N-(1-(6,7-Difluoro-1-oxo-1,2-dihydroisoquinolin-4-yl)ethyl)-5-fluoro-N-methyl-1H-indole-2-carboxamide FC=1C=C2C(=CNC(C2=CC1F)=O)C(C)N(C(=O)C=1NC2=CC=C(C=C2C1)F)C